C(C=1C=C(C=C(C1)O)O)([2H])([2H])[2H] 5-(methyl-d3)benzene-1,3-diol